3-{[(S)-2-(mesylmethyl)-1-piperazinyl]phenylmethyl}benzonitrile S(=O)(=O)(C)C[C@H]1N(CCNC1)C(C=1C=C(C#N)C=CC1)C1=CC=CC=C1